N-(4-chloro-3-{6-oxo-4-[2-(trifluoromethyl)pyridin-4-yl]-1,6-dihydropyrimidin-2-yl}benzyl)isobutyramide ClC1=C(C=C(CNC(C(C)C)=O)C=C1)C=1NC(C=C(N1)C1=CC(=NC=C1)C(F)(F)F)=O